C12NCC(NC1)N2 2,5,7-triazabicyclo[2.2.1]heptane